4-((6-carbamoyl-1,3-benzodiazol-1-yl)methyl)phenylboronic acid trifluoroacetate FC(C(=O)O)(F)F.C(N)(=O)C=1C=CC2=C(N(C=N2)CC2=CC=C(C=C2)B(O)O)C1